FC(OC1=CC=C(C=C1)C1=CN=C2N1C=CN=C2NC2=CC(=C(C(=O)NCCN1CCNCC1)C=C2)C)F 4-[[3-[4-(difluoromethoxy)phenyl]imidazo[1,2-a]pyrazin-8-yl]amino]-2-methyl-N-(2-piperazin-1-ylethyl)benzamide